3-(6-(1-(4-methoxybenzyl)-4,5-dihydro-1H-pyrazol-3-yl)-4-methylpyridin-3-yl)-1,6-naphthyridin-7-amine COC1=CC=C(CN2N=C(CC2)C2=CC(=C(C=N2)C=2C=NC3=CC(=NC=C3C2)N)C)C=C1